(R)-1-(4-methylpiperidin-4-yl)ethylamine CC1(CCNCC1)[C@@H](C)N